FC1=C(C=CC=C1)NC=1N=C(N=NC1C(=O)N)NC1=C(C=C2CCN(CC2=C1)C)OC ((2-fluorophenyl)amino)-3-((6-methoxy-2-methyl-1,2,3,4-tetrahydroisoquinolin-7-yl)amino)-1,2,4-triazine-6-carboxamide